methyl-oxygen phosphate P(=O)([O-])([O-])[O-].C[O+].C[O+].C[O+]